C(C1=CC=CC=C1)N1N=CC(=C1)C(C)O 1-(1-benzyl-1H-pyrazol-4-yl)ethan-1-ol